N1(CCCCC1)C/C=C/C(=O)N trans-4-piperidinyl-2-butenamide